(E)-3-[3-[[4-(Difluoromethyl)-6-methylpyrimidin-2-yl]sulfanylmethyl]-4-methoxyphenyl]-1-(4-hydroxyphenyl)prop-2-en-1-one FC(C1=NC(=NC(=C1)C)SCC=1C=C(C=CC1OC)/C=C/C(=O)C1=CC=C(C=C1)O)F